Dihydrophenazin C1CC=CC2=NC3=CC=CC=C3N=C12